tert-Butyl 4-(6-bromo-1-methyl-1H-indol-3-yl)piperidine-1-carboxylate BrC1=CC=C2C(=CN(C2=C1)C)C1CCN(CC1)C(=O)OC(C)(C)C